4-((2-aminoethyl)amino)-2-(2,6-dioxopiperidine-3-yl)isoindoline-1,3-dione, 2,2,2-trifluoroacetic acid salt FC(C(=O)O)(F)F.NCCNC1=C2C(N(C(C2=CC=C1)=O)C1C(NC(CC1)=O)=O)=O